C(C=C)(=O)N1CCN(CC1)C1=NC(=NC2=C(C(=C(C=C12)Cl)C1=C2C=NNC2=CC=C1C)F)OCCN1C(CCC1)=O 1-(2-(4-(4-acryloylpiperazin-1-yl)-6-chloro-8-fluoro-7-(5-methyl-1H-indazol-4-yl)quinazolin-2-yloxy)ethyl)pyrrolidin-2-one